Menthol Sodium [Na].C1(CC(C(CC1)C(C)C)O)C